(E)-1-(2,4-dichlorophenyl)-3-(quinoxalin-6-yl)prop-2-en-1-one ClC1=C(C=CC(=C1)Cl)C(\C=C\C=1C=C2N=CC=NC2=CC1)=O